COC1=CC2=CC3=C(C(OC3)=O)C(=C2C=C1OC)C=1C=NC(=NC1)N(CCC)CCOCCC 6,7-dimethoxy-9-(2-((2-propoxyethyl)(propyl)amino)pyrimidin-5-yl)naphtho[2,3-c]furan-1(3H)-one